N=1C=NN2C1C=C(C=C2)OC2=C(C=C(N)C=C2)C 4-([1,2,4]triazolo[1,5-a]pyridine-7-yloxy)-3-methylaniline